(S)-2-amino-4-((2-hydroxy-1-phenylethyl)amino)pyrimidine-5-carbohydrazide NC1=NC=C(C(=N1)N[C@H](CO)C1=CC=CC=C1)C(=O)NN